NC1=NC=CC2=CC(=CC=C12)CNC(C1=C(N=CC(=C1)Cl)N(C)CC1=CC=CC=C1)=O N-((1-aminoisoquinolin-6-yl)methyl)-2-(benzyl-(methyl)amino)-5-chloronicotinamide